(R)-4-(3H-[1,2,3]triazolo[4,5-b]pyridin-3-yl)-2-fluoro-N-(piperidin-3-yl)-N-(2-(pyridin-2-yl)thieno[3,2-c]pyridin-4-yl)benzamide N1=NN(C2=NC=CC=C21)C2=CC(=C(C(=O)N(C1=NC=CC3=C1C=C(S3)C3=NC=CC=C3)[C@H]3CNCCC3)C=C2)F